O.[I] iodine water